FC1CN(C2=C(O1)N=CC(=C2C)B2OC(C(O2)(C)C)(C)C)C(=O)OC(C)(C)C tert-Butyl 3-fluoro-8-methyl-7-(4,4,5,5-tetramethyl-1,3,2-dioxaborolan-2-yl)-2,3-dihydropyrido[2,3-b][1,4]oxazine-1-carboxylate